7-(2-methylpropyl)-5,6,7,8-tetrahydro-1,6-naphthyridine-2-sulfonate CC(CC1NCC=2C=CC(=NC2C1)S(=O)(=O)[O-])C